1-(2-(dimethylamino)ethyl)-N-(4-(7-methoxy-1H-indol-3-yl)-5-(trifluoromethyl)pyrimidin-2-yl)-2-methyl-1H-benzo[d]imidazol-5-amine CN(CCN1C(=NC2=C1C=CC(=C2)NC2=NC=C(C(=N2)C2=CNC1=C(C=CC=C21)OC)C(F)(F)F)C)C